ClC1=C(C=C2C=C(N=CC2=C1)NC(=O)[C@@H]1CC12CCOCC2)[C@@H]2[C@@H](CN(CC2)C2(COCC2O)C)F (1R)-N-(7-chloro-6-((3S,4R)-3-fluoro-1-(4-hydroxy-3-methyltetrahydrofuran-3-yl)piperidin-4-yl)isoquinolin-3-yl)-6-oxaspiro[2.5]octane-1-carboxamide